BrC1=CC=CC2=C3C(=CC=C12)C=C1C(C=CO1)=C3 4-bromobenzonaphtho[2,3-D]furan